5,7-diamino-1,1-dimethyl-4-ethylindan NC=1C(=C2CCC(C2=C(C1)N)(C)C)CC